C(C)(=O)O[C@@H]1COCC[C@H]1NC1=NN2C(C=N1)=CC(=C2C(C)C(C)(C)F)C#N (3S,4R)-4-{[6-cyano-7-(3-fluoro-3-methylbutan-2-yl)pyrrolo[2,1-f][1,2,4]triazin-2-yl]amino}oxan-3-yl acetate